S1C(=CC=C1)NC(OC(C)(C)C)=O Tert-butyl thiophen-2-ylcarbamate